2-(9-(trifluoromethoxy)-5-oxopyrido[2',3':4,5]pyrimido[1,2-a]indol-11(5H)-ylidene)hydrazine-1-carboximidamide FC(OC1=CC=2C(C=3N(C2C=C1)C(C1=C(N3)N=CC=C1)=O)=NNC(N)=N)(F)F